2-(1,1-bis(2-cyanophenyl)propan-2-yl)-5-hydroxy-6-oxo-1,6-dihydropyrimidine-4-carboxylic acid methyl ester COC(=O)C=1N=C(NC(C1O)=O)C(C(C1=C(C=CC=C1)C#N)C1=C(C=CC=C1)C#N)C